N-((4-chlorophenyl)carbamoyl)-2,3-dihydro-1H-indene-5-sulfonamide ClC1=CC=C(C=C1)NC(=O)NS(=O)(=O)C=1C=C2CCCC2=CC1